C1(=CC=CC=C1)C1(N(C1)CCC=1SC=CC1)C1=CC=CC=C1 2,2-Diphenyl-1-(2-(thiophen-2-yl)ethyl)aziridine